BrC1=C(C(=NC(=C1)CNC1(CCC1)C)C)O 4-bromo-2-methyl-6-(((1-methylcyclobutyl)amino)methyl)pyridin-3-ol